C(C)(C)(C)OC(=O)N1CC=2C=CC(=NC2CC1(CC)CC)C(=O)O 6-(tert-butoxycarbonyl)-7,7-diethyl-5,6,7,8-tetrahydro-1,6-naphthyridine-2-carboxylic acid